6-chloro-N-(4-(5-methyl-1,2,4-oxadiazol-3-yl)benzyl)pyrimidin-4-amine ClC1=CC(=NC=N1)NCC1=CC=C(C=C1)C1=NOC(=N1)C